BrCCCCCCCCCC[Si](OC)(OC)OC 10-Bromodecyl-trimethoxysilane